BrCCCCCCCCCCCCCCCCCCCCCCCC bromotetracosane